FC(C=1N=CC(=NC1)N1CC2(CC1)CCN(CC2)C(=O)OC(C)(C)C)(F)F tert-butyl 2-(5-(trifluoromethyl)pyrazin-2-yl)-2,8-diazaspiro[4.5]decane-8-carboxylate